(3S,12S)-12-benzyl-3-(4-(2,5-dioxo-2,5-dihydro-1H-pyrrol-1-yl)butyl)-2-methyl-4,7,10,13,16-pentaoxo-19-oxa-2,5,8,11,14,17-hexaazadocosan-22-oic acid C(C1=CC=CC=C1)[C@H](NC(CNC(CNC([C@@H](N(C)C)CCCCN1C(C=CC1=O)=O)=O)=O)=O)C(NCC(NCOCCC(=O)O)=O)=O